C1(=CC=CC=C1)[C@@H]1NS(OC2=C1C=CC=C2)(=O)=O (S)-4-phenyl-3,4-dihydrobenzo[e][1,2,3]oxathiazine 2,2-dioxide